5-bromo-4-(piperidin-4-yl)indol-2-one BrC1=C(C2=CC(N=C2C=C1)=O)C1CCNCC1